O=C1N(C(C=C(N1)C(F)(F)F)=O)C=1C=C(C(=NC1)C#N)F 5-[2,6-Dioxo-4-(trifluoromethyl)-3,6-dihydropyrimidin-1(2H)-yl]-3-fluoropyridine-2-carbonitrile